C1=CC=C(C=C1)COC2=CC=C(C=C2)O The molecule is the monobenzyl ether of hydroquinone. It is used as a topical drug for medical depigmentation. It has a role as a melanin synthesis inhibitor and a dermatologic drug. It derives from a hydroquinone.